(S)-1-(8,9-Difluoro-5-methyl-6-oxo-1,4,5,6-tetrahydro-2H-pyrano[3,4-c]isoquinolin-1-yl)-3-(3-(difluoromethyl)-4-fluorophenyl)-1-methylurea FC=1C(=CC=2C3=C(N(C(C2C1)=O)C)COC[C@H]3N(C(=O)NC3=CC(=C(C=C3)F)C(F)F)C)F